2-(o-tolyl)pyrrolidine CC1=CC=CC=C1C2CCCN2